[Pb]=[Te].[Mn] manganese lead telluride